C(C)(C)(C)OC(NC1=CC(=CC=C1)C(NC1=C(C=C(C=C1)OC)OC)=O)=O (3-((2,4-dimethoxyphenyl)carbamoyl)phenyl)carbamic acid tert-butyl ester